2-((3-cyano-5-(trifluoromethoxy)benzyl)amino)pyrimidine-5-carboxylic acid ethyl ester C(C)OC(=O)C=1C=NC(=NC1)NCC1=CC(=CC(=C1)OC(F)(F)F)C#N